NC1=C(SC2=NC(=CC=C21)C)C(=O)N[C@H]2COC1=C(C2)C=CC(=C1)N1C[C@@H]([C@@H](C1)COCC)N 3-amino-N-[(3R)-7-[(3R,4R)-3-amino-4-(ethoxymethyl)pyrrolidin-1-yl]-3,4-dihydro-2H-1-benzopyran-3-yl]-6-methylthieno[2,3-b]pyridine-2-carboxamide